silver-cesium salt [Cs].[Ag]